Benzyl [(1R,3R,4S)-3-hydroxy-4-{methyl[2-(methylamino)-6-(2,2,2-trifluoroethyl)thieno[2,3-d]pyrimidin-4-yl]amino}cyclopentyl]carbamate O[C@@H]1C[C@@H](C[C@@H]1N(C=1C2=C(N=C(N1)NC)SC(=C2)CC(F)(F)F)C)NC(OCC2=CC=CC=C2)=O